ClC=1C(=CC(=C(C1)N1C(C=CC2=CC(=CC=C12)S(=O)(=O)NC1=NOC=C1)=O)OC)C1CC(C1)(C(F)(F)F)F (P)-1-(5-CHLORO-4-(3-FLUORO-3-(TRIFLUOROMETHYL)CYCLOBUTYL)-2-METHOXYPHENYL)-N-(ISOXAZOL-3-YL)-2-OXO-1,2-DIHYDROQUINOLINE-6-SULFONAMIDE